2-(4-methoxybenzyl)-5-vinylphthalazin-1(2H)-one COC1=CC=C(CN2C(C3=CC=CC(=C3C=N2)C=C)=O)C=C1